8-Cyano-7-cyclopropyl-N-(4,4-difluorocyclohexyl)pyrazolo[5,1-c][1,2,4]triazine-4-carboxamide C(#N)C=1C(=NN2C1N=NC=C2C(=O)NC2CCC(CC2)(F)F)C2CC2